C(C)(C)(C)C1=CC=CC2=CC3=CC=CC=C3C(=C12)OC(=O)C1C(CCCC1)C(=O)O 1-(tert-butyl)-9-(2-carboxycyclohexyl)carbonyloxyanthracene